N-[(7-methoxy-3-methyl-1H-indol-4-yl)methyl]-6-{2-methyl-2,7-diazaspiro[3.5]nonan-7-yl}pyrido[2,3-b]pyrazin-3-amine COC=1C=CC(=C2C(=CNC12)C)CNC1=CN=C2C(=N1)N=C(C=C2)N2CCC1(CN(C1)C)CC2